1-(2-(2,2-dimethylmorpholino)ethyl)-4-hydroxy-N-((1s,4s)-4-methylcyclohexyl)-2-oxo-1,2-dihydro-1,8-naphthyridine-3-carboxamide CC1(OCCN(C1)CCN1C(C(=C(C2=CC=CN=C12)O)C(=O)NC1CCC(CC1)C)=O)C